C1=CC(=CC=C1C2=COC3=CC(=CC(=C3C2=O)O)O)O 4',7-trihydroxyisoflavone